2-((3-hydroxyazetidin-1-yl)methyl)propane-1,3-diyl dioleate C(CCCCCCC\C=C/CCCCCCCC)(=O)OCC(COC(CCCCCCC\C=C/CCCCCCCC)=O)CN1CC(C1)O